12-chloro-4,6,8,10-tetramethyltridecyl nonyloxymethyl ether C(CCCCCCCC)OCOCCCC(CC(CC(CC(CC(C)Cl)C)C)C)C